C(C)(C)(C)OC(=O)N1CCCC=C1C=1C=C2C3(C(NC2=CC1)=O)CC3 6-(2'-Oxospiro[cyclopropane-1,3'-indolin]-5'-yl)-3,4-dihydropyridine-1(2H)-carboxylic acid tert-butyl ester